N-[(2S)-1-(4-{[5-(1,2-oxazol-5-yl)furan-2-yl]sulfonyl}piperazin-1-yl)propan-2-yl]-8-(trifluoromethyl)quinazolin-4-amine O1N=CC=C1C1=CC=C(O1)S(=O)(=O)N1CCN(CC1)C[C@H](C)NC1=NC=NC2=C(C=CC=C12)C(F)(F)F